(R)-8-(1-aminoethyl)-2-(4-fluorophenyl)-3,6-dimethylquinazolin-4(3H)-one N[C@H](C)C=1C=C(C=C2C(N(C(=NC12)C1=CC=C(C=C1)F)C)=O)C